ClC=1C=C2C(=NC(=NC2=C(C1C1=CC=C(C2=C1N=C(S2)N)F)F)OC[C@]21CCCN1C[C@@H](C2)F)N2CCN(CCC2)S(=O)(=O)C2CC2 4-(6-chloro-4-(4-(cyclopropylsulfonyl)-1,4-diazepan-1-yl)-8-fluoro-2-(((2R,7aS)-2-fluorotetra-hydro-1H-pyrrolizin-7a(5H)-yl)methoxy)quinazolin-7-yl)-7-fluorobenzo[d]thiazol-2-amine